3-(1,3-Benzodioxol-5-yl)-1-(2-hydroxy-6-methoxyphenyl)prop-2-en-1-one O1COC2=C1C=CC(=C2)C=CC(=O)C2=C(C=CC=C2OC)O